tert-butyl 2-benzyl-7-(3,5-dimethylisoxazol-4-yl)-8-methoxy-3-[(6-methoxy-6-oxohexyl) carbamoyl]-2H-pyrazolo[4,3-c]quinoline-5(4H)-carboxylate C(C1=CC=CC=C1)N1N=C2C(CN(C=3C=C(C(=CC23)OC)C=2C(=NOC2C)C)C(=O)OC(C)(C)C)=C1C(NCCCCCC(=O)OC)=O